triazacycloheptanedioic acid C1(NNNCCC1)(C(=O)O)C(=O)O